Benzenone C1(CC=CC=C1)=O